N[C@@H](CCCCN)C(=[Se])O seleno-lysine